N-(tert-butoxycarbonyl)-1-(7-vinylthieno[3,2-d]pyrimidin-4-yl)-4-piperidinyl-amine C(C)(C)(C)OC(=O)NC1CCN(CC1)C=1C2=C(N=CN1)C(=CS2)C=C